FC(C1=C(C(=O)N2C[C@H](N(CC2)C=2C=CC(=NC2O[C@H]2CNCC2)C=2C(=NC=CC2)OCC)CC)C=CC(=C1)F)F 5-[(2R)-4-[2-(difluoromethyl)-4-fluorobenzoyl]-2-ethylpiperazin-1-yl]-2'-ethoxy-6-[(3R)-pyrrolidin-3-yloxy]-2,3'-bipyridine